2,5-didodecyl-6-(thiophen-2-yl)pyrrolo[3,4-c]pyrrole-1,4-dione C(CCCCCCCCCCC)N1C(C2=C(N(C(C2=C1)=O)CCCCCCCCCCCC)C=1SC=CC1)=O